5-(4-cycloPentyl)-2-norbornene C1CCC(C1)C1C2C=CC(C1)C2